BrC1=CC(=C(CN2CCC(CC2)(C)C)C=C1F)F (4-bromo-2,5-difluorobenzyl)-4,4-dimethylpiperidine